4-methyl-1-(methyl-carbamoyl)piperidine [3H3]methyl-nosylate C([3H])([3H])([3H])OS(=O)(=O)C1=CC=C([N+](=O)[O-])C=C1.CC1CCN(CC1)C(NC)=O